4-ethyl-2,5-dimethyl-4,5-dihydro-2H-[1,2,3]triazolo[4,5-c][1,7]naphthyridin-6-amine C(C)C1N(C2=C(N=CC=C2C=2C1=NN(N2)C)N)C